N-(3-methoxyphenyl)acetamid COC=1C=C(C=CC1)NC(C)=O